CC1(CC[C@@H](O1)C[C@@H](CO)NC(OC(C)(C)C)=O)C tert-butyl N-[(1S)-1-[[(2R)-5,5-dimethyltetrahydrofuran-2-yl]methyl]-2-hydroxy-ethyl]carbamate